FC=1C=C(C=2C3=C(N(C2C1)CC1=CC=C(C=C1)CCC(=O)NO)C=CC=N3)F 3-(4-((7,9-difluoro-5H-pyrido[3,2-b]indol-5-yl)methyl)phenyl)-N-hydroxypropanamide